4-((3-(1-(Bicyclo[1.1.1]pentan-1-yl)-1H-1,2,4-triazol-3-yl)-2-methoxyphenyl)amino)-6-(cyclopropanecarboxamido)-N-(methyl-d3)pyridazine-3-carboxamide C12(CC(C1)C2)N2N=C(N=C2)C=2C(=C(C=CC2)NC2=C(N=NC(=C2)NC(=O)C2CC2)C(=O)NC([2H])([2H])[2H])OC